C(CCC)(=O)OC methyl butanoate